NC1=NC=CC=C1C1=NC=2C(=NC(=CC2)C=2N=NN(C2)C)N1C=1C=C2CC[C@@H](C2=CC1)NC(C1=CC(=C(C=C1)O)C=O)=O (S)-N-(5-(2-(2-aminopyridin-3-yl)-5-(1-methyl-1H-1,2,3-triazol-4-yl)-3H-imidazo[4,5-b]pyridin-3-yl)-2,3-dihydro-1H-inden-1-yl)-3-formyl-4-hydroxybenzamide